COC1=CC=C(CN(C2=NC=C3C=C(C=NC3=C2)C=2C(=NC=C(C(=O)N)C2)C)C)C=C1 5-(7-((4-methoxybenzyl)(methyl)amino)-1,6-naphthyridin-3-yl)-6-methylnicotinamide